2-(2-Chloro-4-((4-(4-(trifluoromethyl)benzyl)piperazin-1-yl)methyl)phenoxy)-2-methylpropanoic acid ClC1=C(OC(C(=O)O)(C)C)C=CC(=C1)CN1CCN(CC1)CC1=CC=C(C=C1)C(F)(F)F